C12CN(CC(CC1)O2)C2CN(C2)CC2=C(C=C(CNC1=C3C(N(C(C3=CC=C1)=O)C1C(NC(CC1)=O)=O)=O)C=C2)C 4-(4-((3-(8-oxa-3-azabicyclo[3.2.1]octan-3-yl)azetidin-1-yl)methyl)-3-methylbenzylamino)-2-(2,6-dioxopiperidin-3-yl)isoindoline-1,3-dione